5-(5-fluoro-2-methylpyridin-4-yl)-1H-pyrazole-3-carboxylic acid FC=1C(=CC(=NC1)C)C1=CC(=NN1)C(=O)O